C(C)(CC)NC(CO)(C)C 2-(N-sec-butylamino)-2-methylpropan-1-ol